tin hydrogen phosphate monohydrate O.P(=O)(O)([O-])[O-].[Sn+4].P(=O)(O)([O-])[O-]